CC1=CC(=NN1C1=CC=C(C=C1)CO)C(F)(F)F [4-[5-methyl-3-(trifluoromethyl)pyrazol-1-yl]phenyl]methanol